C(C)(C)(C)OC(=O)N1C[C@]2(CCN(C2=O)[C@H](C(=O)O)C(C)C)CC1 (2S)-2-[(5S)-7-tert-butoxycarbonyl-1-oxo-2,7-diazaspiro[4.4]nonan-2-yl]-3-methyl-butyric acid